N'-hydroxy-benzamidine ON=C(C1=CC=CC=C1)N